C(C1=CC=CC=C1)[C@H]1N(C(OC1)=O)C([C@@H](C1=CC=C(C=C1)Cl)[C@H]1N(CC2(C1)CCCC2)C(=O)[O-])=O (S)-3-((S)-2-((R)-4-benzyl-2-oxooxazolidin-3-yl)-1-(4-chlorophenyl)-2-oxo Ethyl)-2-azaspiro[4.4]nonan-2-carboxylate